((((1,3-bis(phenylsulfanyl) propan-2-yl) oxy) carbonyl) amino) methacrylate C(C(=C)C)(=O)ONC(=O)OC(CSC1=CC=CC=C1)CSC1=CC=CC=C1